bis(N-benzylimidazole) ruthenium [Ru].C(C1=CC=CC=C1)N1C=NC=C1.C(C1=CC=CC=C1)N1C=NC=C1